(1S,1'S)-1,1'-((2,2'-dichloro-[1,1'-biphenyl]-3,3'-diyl)bis(2-methoxypyridine-6,3-diyl))bis(ethan-1-amine) ClC1=C(C=CC=C1C1=CC=C(C(=N1)OC)[C@H](C)N)C1=C(C(=CC=C1)C1=CC=C(C(=N1)OC)[C@H](C)N)Cl